C(C)(C)(C)NS(=O)(=O)C1=CC(=CC=C1)NC1=NC(=NC=C1C)NC1=CC=C(C=C1)N1CCN(CC1)CC1=NC=C(C=C1)N1C(NC(CC1)=O)=O N-(tert-butyl)-3-((2-((4-(4-((5-(2,4-dioxotetrahydropyrimidin-1(2H)-yl)pyridin-2-yl)methyl)piperazin-1-yl)phenyl)amino)-5-methylpyrimidin-4-yl)amino)benzenesulfonamide